1-phenylpropanone-2-(ethoxycarbonyl) oxime C(C)OC(=O)ON=C(CC1=CC=CC=C1)C